ClC1=CC=C(C=C1)CC1=NN(C(=C1)OCC1=CC=C(C=C1)OC)C1=NC=CC(=C1)C#CC(F)(F)F 2-{3-[(4-chlorophenyl)methyl]-5-[(4-methoxyphenyl)methoxy]-1H-pyrazol-1-yl}-4-(3,3,3-trifluoroprop-1-yn-1-yl)pyridine